6-((4,4-dimethyltetrahydrofuran-3-yl)amino)picolinate CC1(C(COC1)NC1=CC=CC(=N1)C(=O)[O-])C